6-(Cyclopentylamino)pyrazine C1(CCCC1)NC1=CN=CC=N1